BrC=1C(=C(C(C=O)=CC1)O)Br dibromosalicylaldehyde